C(C)(C)(C)OC(=O)C=1N=NC(=CC1)N1CCC(CC1)N1CCN(CC1)C1=CC(=C(C=C1)N)F 6-(4-(4-(4-Amino-3-fluorophenyl)piperazin-1-yl)piperidin-1-yl)pyridazine-3-carboxylic acid tert-butyl ester